OC1(CCS(CC1)(=O)=N)C1=CC2=C(N=CN=C2)N(C1=O)C 6-(4-hydroxy-1-imino-1-oxo-thiacyclohexan-4-yl)-8-methyl-pyrido[2,3-d]Pyrimidin-7-one